N,N-bis(2,4-dimethoxybenzyl)-4-iodopyridine-2-sulfonamide COC1=C(CN(S(=O)(=O)C2=NC=CC(=C2)I)CC2=C(C=C(C=C2)OC)OC)C=CC(=C1)OC